Cl.CN1N=C(C2=CC=CC(=C12)N1CCC(CC1)NC)C1C(NC(CC1)=O)=O 3-[1-methyl-7-[4-(methylamino)-1-piperidyl]indazol-3-yl]piperidine-2,6-dione hydrochloride